3-(trimethoxysilyl)propyl-3-(acryloyloxy)propyltrimethoxysilane acrylate C(C=C)(=O)O.CO[Si](CCCCO[Si](OC)(OC)CCCOC(C=C)=O)(OC)OC